FC=1C=CC2=C(CCO2)C1CNC1=NC=C(C=2N1C=NN2)C=2C=1N(C(=CC2)C(C)(CC)O)N=CN1 2-(8-(5-(((5-fluoro-2,3-dihydrobenzofuran-4-yl)methyl)amino)-[1,2,4]triazolo[4,3-c]pyrimidin-8-yl)-[1,2,4]triazolo[1,5-a]pyridin-5-yl)butan-2-ol